2,3-dimethoxy-5-(4-methoxyphenethyl)phenol COC1=C(C=C(C=C1OC)CCC1=CC=C(C=C1)OC)O